C(C1=CC=CC=C1)C1=CC2=C(N=C(N=C2)NC=2C(=NN(C2)C)Cl)N(C1=O)C=1C=C(C=CC1)NC(C=C)=O N-(3-(6-benzyl-2-((3-chloro-1-methyl-1H-pyrazol-4-yl)amino)-7-oxopyrido[2,3-d]pyrimidin-8(7H)-yl)phenyl)acrylamide